The molecule is a linear tetrapyrrole anion obtained by deprotonation of both the carboxy groups of 15-oxo-beta-bilirubin. It is a linear tetrapyrrole anion and a dicarboxylic acid dianion. It is a conjugate base of a 15-oxo-beta-bilirubin. CC1=C(/C(=C/C2=C(C(=C(N2)C(=O)C3=C(C(=C(N3)/C=C\\4/C(=C(C(=O)N4)C=C)C)C=C)C)C)CCC(=O)[O-])/NC1=O)CCC(=O)[O-]